ClC1=CC2=C(N(C(N=C2N2CCN(CC2)C(C=C)=O)=O)C2=C(C=CC=C2)C(C)C)N=C1C1=C(C=CC=C1O)F 6-chloro-7-(2-fluoro-6-hydroxy-phenyl)-1-(2-(2-propanyl)phenyl)-4-(4-(2-propen-oyl)-1-piperazin-yl)pyrido[2,3-d]pyrimidin-2(1H)-one